N-(3-(4-((oxetan-3-yloxy)methyl)-1H-1,2,3-triazol-1-yl)propyl)methacrylamide O1CC(C1)OCC=1N=NN(C1)CCCNC(C(=C)C)=O